(5'S,7a'R)-1-(3-ethoxybenzene-1-carbonyl)-5'-phenyl-tetrahydro-3'H-spiro-[piperidine-4,2'-pyrrolo[2,1-b][1,3]-oxazol]-3'-one C(C)OC=1C=C(C=CC1)C(=O)N1CCC2(C(N3[C@H](O2)CC[C@H]3C3=CC=CC=C3)=O)CC1